2-[3,5-dichloro-4-[(3-isopropyl-1H-indol-5-yl)oxy]-phenyl]-3,5-dioxo-4H-1,2,4-tri-azine-6-carbonitrile ClC=1C=C(C=C(C1OC=1C=C2C(=CNC2=CC1)C(C)C)Cl)N1N=C(C(NC1=O)=O)C#N